FC(CN1C(=NC2=C1C=C(C=C2)C=2C(=CN1N=C(N=C(C12)OC([2H])([2H])[2H])N[C@@H]1[C@H](CN(CC1)C1COC1)F)F)C)F 5-(1-(2,2-difluoroethyl)-2-methyl-1H-benzo[d]imidazol-6-yl)-6-fluoro-N-((3S,4S)-3-fluoro-1-(oxetan-3-yl)piperidin-4-yl)-4-(methoxy-d3)pyrrolo[2,1-f][1,2,4]triazin-2-amine